3-(4-(3-Methyl-5-(1H-pyrazol-4-yl)piperazin-1-yl)pyrimidin-2-yl)-6-(trifluoromethyl)imidazo[1,2-a]pyrazine CC1CN(CC(N1)C=1C=NNC1)C1=NC(=NC=C1)C1=CN=C2N1C=C(N=C2)C(F)(F)F